tert-butyl 4-chloro-7-hydrazineyl-3-methyl-3-(trifluoromethyl)-2,3-dihydro-1H-pyrrolo[2,3-d]pyridazine-1-carboxylate ClC1=C2C(=C(N=N1)NN)N(CC2(C(F)(F)F)C)C(=O)OC(C)(C)C